OC(CC(=O)SCCNC(CCNC([C@@H](C(COP(OP(OC[C@@H]1[C@H]([C@H]([C@@H](O1)N1C=NC=2C(N)=NC=NC12)O)OP(=O)(O)O)(=O)O)(=O)O)(C)C)O)=O)=O)(CC(=O)O)C anti-3-hydroxy-3-methyl-glutaryl-CoA